CC1(O[C@@H]([C@H](N1C(=O)OC(C)(C)C)CO[C@H]1C(N(CC1)C1CCN(CC1)C1=NC=C(C=N1)C(F)(F)F)=O)C)C tert-butyl (4R,5R)-2,2,5-trimethyl-4-((((R)-2-oxo-1-(1-(5-(trifluoromethyl)pyrimidin-2-yl)piperidin-4-yl)pyrrolidin-3-yl)oxy)methyl)oxazolidine-3-carboxylate